FC=1C=C(CC=2C=NN(C2)C(=O)N[C@@H]2C(N(C3=C(OC2)C=CC(=C3)C(=O)N3CCOCC3)C)=O)C=CC1 (S)-4-(3-fluorobenzyl)-N-(5-methyl-7-(morpholine-4-carbonyl)-4-oxo-2,3,4,5-tetrahydrobenzo[b][1,4]oxazepin-3-yl)-1H-pyrazole-1-carboxamide